COC=1C(=NC=C(N1)CC(C)C)N 3-methoxy-5-isobutyl-2-pyrazinamine